O[C@H](COC1=CC(=C(CN2C(N([C@H](C3=CC=C(C=C23)C(=O)NCC2=C(C=C(C=C2F)F)F)C)C)=O)C(=C1)F)F)CO (S)-1-(4-((S)-2,3-dihydroxypropoxy)-2,6-difluorobenzyl)-3,4-dimethyl-2-oxo-N-(2,4,6-trifluorobenzyl)-1,2,3,4-tetrahydroquinazoline-7-carboxamide